1-methyl-4-(6-morpholino-[1,2,4]triazolo[1,5-a]pyridin-2-yl)-N6-(pyridin-2-yl)-2,7-naphthyridine-1,6-diamine CC1(NC=C(C2=CC(=NC=C12)NC1=NC=CC=C1)C1=NN2C(C=CC(=C2)N2CCOCC2)=N1)N